(S)-4-((2-(1H-pyrazol-4-yl)ethyl)amino)-N-(1-(2-chlorophenyl)ethyl)-5,6-dimethylpyrimidine-2-carboxamide N1N=CC(=C1)CCNC1=NC(=NC(=C1C)C)C(=O)N[C@@H](C)C1=C(C=CC=C1)Cl